C1(CC1)C=1N=CC(=NC1)N[C@@H]1C[C@H](CC1)NC1=CC=C(C=N1)N1C(C=CC(=C1)C#N)=O 6'-(((1S,3S)-3-((5-Cyclopropylpyrazin-2-yl)amino)cyclopentyl)amino)-2-oxo-2H-[1,3'-bipyridine]-5-carbonitrile